methyl[2-(4-methylpyridin-2-yl)-5H,6H,7H-cyclopenta[d]pyrimidin-4-ylamino]acetamide CC(C(=O)N)NC=1C2=C(N=C(N1)C1=NC=CC(=C1)C)CCC2